CC(C[C@@H](C(N[C@H](C=O)C[C@H]1C(NCC1)=O)=O)NC(=O)OC1CCN(C2=CC=CC=C12)C(=O)OC(C)(C)C)C tert-butyl 4-((((S)-4-methyl-1-oxo-1-(((S)-1-oxo-3-((S)-2-oxopyrrolidin-3-yl)propan-2-yl)amino)pentan-2-yl)carbamoyl)oxy)-3,4-dihydroquinoline-1(2H)-carboxylate